chloro-butyl-methyl-silyl ether Cl[Si](C)(CCCC)O[Si](Cl)(CCCC)C